ClC1=C(C(=CC=C1)Cl)N1C=2N(C3=C(C1=O)C=NC(=N3)NC3=CC(=C(C(=C3)Cl)N3CCN(CC3)C)Cl)CCN2 6-(2,6-dichlorophenyl)-2-((3,5-dichloro-4-(4-methylpiperazin-1-yl)phenyl)amino)-8,9-dihydroimidazo[1,2-a]pyrimido[5,4-e]pyrimidin-5(6H)-one